2,6-Dimethyl-piperazine CC1NC(CNC1)C